ClC1=C(C(=O)N(C2(CC2)C#N)COC(=O)C2=CC=C(C(=O)O)C=C2)C=C(C=C1)C=1C=NN(C1)C1=C(C=C(C=C1OC(F)(F)F)C(C(F)(F)F)(C(F)(F)F)F)Cl 4-({[(2-Chloro-5-{1-[2-chloro-4-(1,1,1,2,3,3,3-heptafluoropropan-2-yl)-6-(trifluoromethoxy)phenyl]-1H-pyrazol-4-yl}benzoyl)(1-cyanocyclopropyl)amino]methoxy}carbonyl)benzoic acid